C1(CC1)NC1CN(C1)C(=O)C1=NC=C(C=N1)C=1C=CC=2N(C1)C(=C(N2)CC)N(C=2SC(=C(N2)C2=CC=C(C=C2)F)C#N)C 2-((6-(2-(3-(cyclopropylamino)azetidine-1-carbonyl)pyrimidin-5-yl)-2-ethylimidazo[1,2-a]pyridin-3-yl)(methyl)amino)-4-(4-fluorophenyl)thiazole-5-carbonitrile